C1(=CC=CC=C1)C1=NOC(C1)C(=O)OCCOC 2-Methoxyethyl 3-phenyl-4,5-dihydroisoxazole-5-carboxylate